1-((R)-1-(5,7-difluoro-3-methylbenzofuran-2-yl)-2,2,2-trifluoroethyl)-3-(2-(((R)-2-hydroxypropyl)amino)pyrimidin-5-yl)urea FC=1C=C(C2=C(C(=C(O2)[C@H](C(F)(F)F)NC(=O)NC=2C=NC(=NC2)NC[C@@H](C)O)C)C1)F